C(C)(C)(C)OC(=O)NC1CC(C1)C(CC(=O)OC)=O methyl 3-(3-{[(tert-butoxy) carbonyl] amino} cyclobutyl)-3-oxopropanoate